(S)-4'-((tert-Butoxycarbonyl)amino)-3'-chloro-2'-methyl-4'H,6'H-spiro[piperidine-4,5'-pyrrolo[1,2-b]pyrazole]-1-carboxylic acid tert-butyl ester C(C)(C)(C)OC(=O)N1CCC2([C@@H](C=3N(N=C(C3Cl)C)C2)NC(=O)OC(C)(C)C)CC1